(1S,5R,8R,9S,E)-5-acetoxybicyclo[6.1.0]non-3-ene-9-carboxylic acid C(C)(=O)O[C@H]1/C=C/C[C@@H]2[C@H]([C@@H]2CC1)C(=O)O